7-(2-((7-cyclopropyl-1,2,3,4-tetrahydroisoquinolin-6-yl)amino)-5-(trifluoromethyl)pyrimidin-4-yl)-4-(oxetan-3-yl)-3,4-dihydrothieno[2,3-f][1,4]thiazepin-5(2H)-one 1,1-dioxide C1(CC1)C1=C(C=C2CCNCC2=C1)NC1=NC=C(C(=N1)C1=CC2=C(C(N(CCS2(=O)=O)C2COC2)=O)S1)C(F)(F)F